C(C)(C)(C)OC(=O)NCCCCCC1=NC(=CC(=C1)N(C(OC(C)(C)C)=O)C1=CC(=NN1C(C)(C)C)[C@@H]1C[C@@H](CC1)O)C(F)F tert-butyl (2-(5-((tert-butoxycarbonyl)amino)pentyl)-6-(difluoromethyl)pyridin-4-yl)(1-(tert-butyl)-3-((1S,3R)-3-hydroxycyclopentyl)-1H-pyrazol-5-yl)carbamate